C1(=CC=CC=C1)OCC(C)O Propylen Glycol Phenyl Ether